5'-((benzyloxy)methyl)-2,2-dimethyl-3'-(2-(trifluoromethyl)phenyl)-2',3'-dihydrospiro[[1,3]dioxane-5,1'-indene] C(C1=CC=CC=C1)OCC=1C=C2C(CC3(C2=CC1)COC(OC3)(C)C)C3=C(C=CC=C3)C(F)(F)F